C1(CC1)C=1SC2=C(N(C(N(C2=O)C2=CC3=C(N=C4N3CCN(C4)C)C=C2)=O)C2=CC=C(C=C2)OC(F)F)N1 2-cyclopropyl-4-(4-(difluoromethoxy)phenyl)-6-(2-methyl-1,2,3,4-tetrahydrobenzo[4,5]imidazo[1,2-a]pyrazin-7-yl)thiazolo[4,5-d]pyrimidine-5,7(4H,6H)-dione